BrC=1N=C2CC(CN(C2=CC1)C1=CC=C(C=C1)C(F)(F)F)CNC(C)=O N-((6-bromo-1-(4-(trifluoromethyl)phenyl)-1,2,3,4-tetrahydro-1,5-naphthyridin-3-yl)methyl)acetamide